N1N=C2C=3C(C=CC=CC13)=CN=N2 Tetraazabenzo[Cd]Azulene